IC(C(=O)OCC)C(C)C ethyl 2-iodo-3-methyl-butyrate